C(C)(C)(C)NS(=O)=O (S)-N-tert-butylsulfonamide